C(CCCCCCC\C=C/CCCCCCCC)(=O)OC=C(C[N+](C)(C)C)OC(CCCCCCC\C=C/CCCCCCCC)=O 1,2-bis(oleoyloxy)-3-(trimethylammonio)propaneN